2-methyl-butyl acrylate C(C=C)(=O)OCC(CC)C